(8-(trifluoromethyl)-1,4-dioxaspiro[4.5]decan-8-yl)propane-2-sulfinamide FC(C1(CCC2(OCCO2)CC1)CC(C)S(=O)N)(F)F